5-(2-(2-fluoro-5-methylphenylamino)-5-methylpyrimidin-4-ylamino)benzo[d]oxazol-2(3H)-one FC1=C(C=C(C=C1)C)NC1=NC=C(C(=N1)NC=1C=CC2=C(NC(O2)=O)C1)C